3-(1-(2-azabicyclo[2.1.1]hexan-5-yl)-6-fluoro-7-(3-hydroxynaphthalen-1-yl)-4-(((S)-1-methylpyrrolidin-2-yl)methoxy)-3-(pyridin-3-yl)-1H-pyrrolo[3,2-c]quinolin-8-yl)propanenitrile C12NCC(C1N1C=C(C=3C(=NC=4C(=C(C(=CC4C31)CCC#N)C3=CC(=CC1=CC=CC=C31)O)F)OC[C@H]3N(CCC3)C)C=3C=NC=CC3)C2